C(C)(C)(C)C1=C(C=CC=C1)P(C1=CC=CC=C1)C1=CC=CC=C1 t-butyl-triphenylphosphine